O1C(OCC1)CCC[C@H](C(=O)OCC1=CC=CC=C1)C benzyl (2R)-5-(1,3-dioxolan-2-yl)-2-methyl-pentanoate